CC(CO)(C)O 2-methylpropan-1,2-diol